C(#N)C1=C(\C=C/2\C(N(C(C2)=O)CCCCCCC(=O)OCC)=O)C=CC=C1 ethyl (E)-7-(3-(2-cyanobenzylidene)-2,5-dioxopyrrolidinyl)heptanoate